N[C@@H]1[C@@H](OCC12CCN(CC2)C2=C(N=C1C(=N2)NN=C1C1=C(C2=C(N(N=C2C=C1)C)C)Cl)CO)C {6-[(3S,4S)-4-amino-3-methyl-2-oxa-8-azaspiro[4.5]decan-8-yl]-3-(4-chloro-2,3-dimethyl-2H-indazol-5-yl)-1H-pyrazolo[3,4-b]pyrazin-5-yl}methanol